2-(1-ethyl-7-oxo-3-((4-(trifluoromethyl)phenyl)amino)-1,7-dihydro-6H-pyrazolo[4,3-d]pyrimidin-6-yl)acetic acid C(C)N1N=C(C=2N=CN(C(C21)=O)CC(=O)O)NC2=CC=C(C=C2)C(F)(F)F